2,4,5-Trichlorobenzenesulfonyl chloride ClC1=C(C=C(C(=C1)Cl)Cl)S(=O)(=O)Cl